6'-[4-(4,6-diphenyl-1,3,5-triazin-2-yl)phenyl]spiro[fluorene-9,11'-indeno[1,2-c]quinoline] C1(=CC=CC=C1)C1=NC(=NC(=N1)C1=CC=CC=C1)C1=CC=C(C=C1)C1=NC2=CC=CC=C2C2=C1C=1C=CC=CC1C21C2=CC=CC=C2C=2C=CC=CC21